Cl.C1=CC=CC2=C3C(CC(C=C3N=C12)=O)=O carbazole-5,7(6H)-dione hydrochloride